methyl 3-[1-[6-oxo-5-(trifluoromethyl)-1H-pyridazin-3-yl]propoxy]propanoate O=C1C(=CC(=NN1)C(CC)OCCC(=O)OC)C(F)(F)F